4-(2-chlorophenyl)-2-[(3R)-3-methyl-[1,4'-bipiperidin]-1'-yl]-1,3-thiazole-5-carboxylic acid ClC1=C(C=CC=C1)C=1N=C(SC1C(=O)O)N1CCC(CC1)N1C[C@@H](CCC1)C